3,4-dimethyl-4,5-dihydro-1H-pyrazol-5-one CC1=NNC(C1C)=O